diisononyl cyclohexane-1,4-dicarboxylate C1(CCC(CC1)C(=O)OCCCCCCC(C)C)C(=O)OCCCCCCC(C)C